ClC=1C(=NC=CC1SC=1N=C2C(=NC1)NC(=N2)N2CCC1(CC2)[C@H](C2=C(C=NC=C2)C1)N)NC1CC1 (R)-1'-(5-((3-chloro-2-(cyclopropylamino)pyridin-4-yl)thio)-1H-imidazo[4,5-b]pyrazin-2-yl)-5,7-dihydrospiro[cyclopenta[c]pyridine-6,4'-piperidin]-5-amine